2-(1-(4-fluorophenyl)cyclopropyl)acetic acid FC1=CC=C(C=C1)C1(CC1)CC(=O)O